FC(C1=CC=C(C=C1)N1N=NC(=C1COC1=CC=C(N=N1)N1CC(N(CC1)CC1=NC=CC=N1)=O)C)F 4-(6-((1-(4-(Difluoromethyl)phenyl)-4-methyl-1H-1,2,3-triazol-5-yl)methoxy)pyridazine-3-yl)-1-(pyrimidin-2-ylmethyl)piperazin-2-one